C(CCCCCCCCCCCCC)[N-]Cl myristyl-amidyl chloride